5,6-difluoro-3-{1-[4-(4-methyl-piperazine-1-carbonyl)-phenyl]-1H-[1,2,3]triazol-4-yl}-1H-quinolin-2-one FC1=C2C=C(C(NC2=CC=C1F)=O)C=1N=NN(C1)C1=CC=C(C=C1)C(=O)N1CCN(CC1)C